p-bromophenyl-1-phenyl-1-propanone BrC1=CC=C(C=C1)C(C(C)C1=CC=CC=C1)=O